IC=1C=C(CNC2=C3N=CN(C3=NC=N2)C[C@@H]2SC[C@H]([C@H]2O)O)C=CC1 (2S,3R,4S)-2-((6-((3-iodobenzyl)amino)-9H-purin-9-yl)methyl)tetrahydrothiophene-3,4-diol